ClC1=C(C(=O)N2COC3=C(C2)C=CC=C3C3=CC(=C(C(=O)O)C=C3)N3CCOCC3)C(=CC(=C1)C=1C=NN(C1)CC(C)(C)O)Cl 4-[3-[2,6-dichloro-4-[1-(2-hydroxy-2-methylpropyl)pyrazol-4-yl]benzoyl]-2,4-dihydro-1,3-benzoxazine-8-yl]-2-morpholin-4-ylbenzoic acid